FC1=CC=C2C(=N1)OCC=1C=C(C=CC12)C=1C=NN(C1)C1OCCCC1 4-{3-fluoro-6H-isochromeno[3,4-b]pyridin-8-yl}-1-(oxan-2-Yl)pyrazole